(4-[(BENZYLSULFANYL)METHYL]-3-FLUOROPHENYL)BORANEDIOL C(C1=CC=CC=C1)SCC1=C(C=C(C=C1)B(O)O)F